C[C@@H]1CN(C[C@H](C1)C)C1=CC=C(C=N1)N 6-(trans-3,5-Dimethylpiperidin-1-yl)pyridin-3-amine